N-(1-benzylpiperidin-4-yl)-N-(2-fluorophenyl)-2-furoamide C(C1=CC=CC=C1)N1CCC(CC1)N(C(=O)C=1OC=CC1)C1=C(C=CC=C1)F